FCOC1=C(C=CC(=C1)S(=O)(=O)C)NCC#CC=1N(C2=CC=CC(=C2C1)NC1CCC(CC1)N(C)C)CC(F)(F)F (1S,4S)-N1-(2-(3-((2-(fluoromethoxy)-4-(methylsulfonyl)phenyl)amino)prop-1-yn-1-yl)-1-(2,2,2-trifluoroethyl)-1H-indol-4-yl)-N4,N4-dimethylcyclohexane-1,4-diamine